(1S,2S)-2-(4-bromophenyl)cyclopropane-1-carboxylic acid BrC1=CC=C(C=C1)[C@@H]1[C@H](C1)C(=O)O